NC1=NC(=NC=N1)C=1C=C(C=C(C1)Cl)C1COC2(CC2)CN1C(C=C)=O 1-(6-(3-(4-amino-1,3,5-triazin-2-yl)-5-chlorophenyl)-4-oxa-7-azaspiro[2.5]octan-7-yl)prop-2-en-1-one